CC1=NN(C=2C=CC(=C(C12)N)C)C1OCCCC1 3,5-dimethyl-1-(tetrahydro-2H-pyran-2-yl)-1H-indazol-4-amine